FC(C(=O)O)(F)F.FC1(CC2(CNC2)C1)F 6,6-difluoro-2-azaspiro[3.3]heptane trifluoroacetate